COC=1C=C(C=CC1OC)[C@@H](C)NC(\C=C\C1=CNC2=NC=C(C=C21)C2=C(C=C(C=C2)F)OC)=O (R,E)-N-(1-(3,4-dimethoxyphenyl)ethyl)-3-(5-(4-fluoro-2-methoxyphenyl)-1H-pyrrolo[2,3-b]pyridin-3-yl)acrylamide